2-((tert-butyldimethylsilyloxy)ethyl)-1-ethylpiperazine [Si](C)(C)(C(C)(C)C)OCCC1N(CCNC1)CC